C(C)(C)(C)OC(=O)N1N=CCC1C=1C=NC=C(C1)Br.CN1[C@H](CCC1=O)C(=O)NC=1C=C(C=C2CCCOC12)OC1=NC=C(C=C1)C(F)(F)F (R)-1-methyl-5-oxo-N-(6-((5-(trifluoromethyl)pyridin-2-yl)oxy)chroman-8-yl)pyrrolidine-2-carboxamide tert-butyl-5-(5-bromopyridin-3-yl)-4,5-dihydro-1H-pyrazole-1-carboxylate